(E)-4-methoxy-3-(2-nitrovinyl)indole COC1=C2C(=CNC2=CC=C1)\C=C\[N+](=O)[O-]